2-(4-methylphenyl)isoquinolin-1(2H)-one CC1=CC=C(C=C1)N1C(C2=CC=CC=C2C=C1)=O